CN1C(C(N(CC1)C)=O)(C)C tetramethylpiperazinone